CC1CC(CC(C1)C)C=O 3,5-dimethylcyclohexanecarbaldehyde